CC(C(COC1=NN(C=C1)N1S(C=2C=CC=C(NCCOC3CCN(C=4N=CC=CC4C1=O)C3)N2)(=O)=O)C(C)C)C 3-[3-methyl-2-(propan-2-yl)butoxyl-1H-pyrazol-1-yl]-15-oxa-2λ6-thia-3,9,11,18,23-pentaazatetracyclo[17.3.1.111,14.05,10]tetracosa-1(23),5(10),6,8,19,21-hexaene-2,2,4-trione